methyl 4-(5-hydroxy-6-methoxybenzo[b]thiophen-2-yl)-4-oxobutanoate OC1=CC2=C(SC(=C2)C(CCC(=O)OC)=O)C=C1OC